ClC1=CC=C(S1)CNC1=C(C(=NN1C(C(C)(C)C)=O)C1CCNCC1)C 1-(5-{[(5-Chlorothiophen-2-yl)methyl]amino}-4-methyl-3-(piperidin-4-yl)-1H-pyrazol-1-yl)-2,2-dimethylpropan-1-on